2-(2,3-dihydrobenzofuran-6-yl)-N-(6-methoxy-2,3,4,9-tetrahydro-1H-carbazol-1-yl)acetamide O1CCC2=C1C=C(C=C2)CC(=O)NC2CCCC=1C3=CC(=CC=C3NC21)OC